1-tert-butyl-1H-pyrazol C(C)(C)(C)N1N=CC=C1